OC=1C=C2C3(C(N(C2=CC1)C1OCCCC1)=O)CCC3 5'-hydroxy-1'-(tetrahydro-2H-pyran-2-yl)spiro[cyclobutane-1,3'-indoline]-2'-one